C(C)OC(=O)C=1C(=C(C(=NC1)C1=NC(=CC(=C1I)C)N(CC1=CC=C(C=C1)OC)CC1=CC=C(C=C1)OC)F)N ethyl-4-amino-6'-(bis(4-methoxybenzyl) amino)-3-fluoro-3'-iodo-4'-methyl-[2,2'-bipyridine]-5-carboxylate